C12(CC(C1)C2)N2C[C@H](N(S(C1=C2C=C(C(=C1)O\C=C(\C(=O)O)/F)SC)(=O)=O)C)C1CCCCC1 (R,Z)-3-((5-(bicyclo[1.1.1]pentan-1-yl)-3-cyclohexyl-2-methyl-7-(methylthio)-1,1-dioxido-2,3,4,5-tetrahydrobenzo[f][1,2,5]thiadiazepin-8-yl)oxy)-2-fluoroacrylic acid